BrC1=CC2=C(NN=N2)C=C1 5-bromobenzotriazole